6-(4-hydroxy-butyloxy)coumarin ethyl-2-oxo-2-((2-oxo-1-(8-oxo-1,7-naphthyridin-7(8H)-yl)-2-(4-(trifluoromethyl)phenyl)ethyl)amino)acetate C(C)OC(C(NC(C(C1=CC=C(C=C1)C(F)(F)F)=O)N1C=CC=2C=CC=NC2C1=O)=O)=O.OCCCCOC=1C=C2C=CC(OC2=CC1)=O